CC1=NNC=C1C(C)C 3-methyl-4-(propan-2-yl)-1H-pyrazole